FC(OC1=C(C=CC(=C1)C1=NN=CN1C)NC=1N=CC2=C(N1)C(=NC(=C2)C)NC2CCOCC2)F N2-(2-(difluoromethoxy)-4-(4-methyl-4H-1,2,4-triazol-3-yl)phenyl)-6-methyl-N8-(tetrahydro-2H-pyran-4-yl)pyrido[3,4-d]pyrimidine-2,8-diamine